3-(trans-3-methylcyclohexyl)[1,2,4]triazolo[4,3-a]pyrazin-8-amine C[C@@H]1C[C@H](CCC1)C1=NN=C2N1C=CN=C2N